F[C@@H]1[C@H]2CC[C@@H](C[C@@H]1N(C)C1=CN=C(N=N1)C=1C=C3C=NN(C(C3=CC1O)=O)C)N2C(=O)OC(C)(C)C tert-Butyl (1R,2S,3S,5S)-2-fluoro-3-((3-(7-hydroxy-2-methyl-1-oxo-1,2-dihydrophthalazin-6-yl)-1,2,4-triazin-6-yl)(methyl)amino)-8-azabicyclo[3.2.1]octane-8-carboxylate